4-[(2-{4-[5-chloro-2-(1,3,4-oxadiazol-2-yl)phenyl]-5-methoxy-2-oxopyridin-1(2H)-yl}-4-methoxybutyryl)amino]benzoic acid ClC=1C=CC(=C(C1)C1=CC(N(C=C1OC)C(C(=O)NC1=CC=C(C(=O)O)C=C1)CCOC)=O)C=1OC=NN1